(1R,2S)-2-((R)-5H-imidazo[5,1-a]isoindol-5-yl)-3,3-dimethylcyclobutan-1-ol C=1N=CN2C1C1=CC=CC=C1[C@H]2[C@H]2[C@@H](CC2(C)C)O